N-[(2,4-dimethoxyphenyl)methyl]-1-[4-(5-{2-[3-(trifluoromethoxy)phenyl]acetamido}-1,3,4-thiadiazol-2-yl)butyl]-1H-1,2,3-triazole-4-carboxamide COC1=C(C=CC(=C1)OC)CNC(=O)C=1N=NN(C1)CCCCC=1SC(=NN1)NC(CC1=CC(=CC=C1)OC(F)(F)F)=O